FC1=C(C(=O)OCC)C=CC(=C1OCCC(F)(F)F)C(NS(=O)(=O)N1CCCC1)=O ethyl 2-fluoro-4-((pyrrolidin-1-ylsulfonyl)carbamoyl)-3-(3,3,3-trifluoropropoxy)benzoate